N2-methylpyridine-2-carboxamide CNC(=O)C1=NC=CC=C1